FC1=C2NC(C=3N(C2=CC=C1CS(=O)(=O)OC)C=CC3)=O methyl (6-fluoro-4-oxo-4,5-dihydropyrrolo[1,2-a]quinoxalin-7-yl)methanesulfonate